OC[C@H](C1=CC=CC=C1)NC1=NC(=NC=C1C(=O)O)NC=1C=C2C(N(C(C2=CC1)=O)C)(C)C (S)-4-((2-hydroxy-1-phenylethyl)amino)-2-((2,3,3-trimethyl-1-oxoisoindolin-5-yl)amino)pyrimidine-5-carboxylic acid